2-((4-chloro-6-((pyridin-3-ylmethyl)amino)pyrimidin-2-yl)amino)-N-ethyl-4-methylthiazole-5-carboxamide ClC1=NC(=NC(=C1)NCC=1C=NC=CC1)NC=1SC(=C(N1)C)C(=O)NCC